NC1=NC(=NC(=N1)N)OC(C)C 2,4-diamino-6-isopropoxy-1,3,5-triazine